Ethyl 2-(5-fluoropyridin-2-yl)-6-methyl-imidazo[1,2-b]pyridazine-3-carboxylate FC=1C=CC(=NC1)C=1N=C2N(N=C(C=C2)C)C1C(=O)OCC